(E)-N-(5-((5,5-dimethyl-8-(2-oxopyrrolidin-1-yl)-5H-chromeno[4,3-c]-pyridin-3-yl)amino)-pyridin-3-yl)-4-(4-(dimethylamino)but-2-enamido)benzamide CC1(OC=2C=C(C=CC2C=2C=NC(=CC21)NC=2C=C(C=NC2)NC(C2=CC=C(C=C2)NC(\C=C\CN(C)C)=O)=O)N2C(CCC2)=O)C